4-bromo-7-chloro-1-isopropyl-2,6-diazanaphthalene BrC1=CN=C(C2=CC(=NC=C12)Cl)C(C)C